N-benzhydryl-N,2,6-trimethyl-5,7-dihydrothieno[3,2-b]pyran-6-amine C(C1=CC=CC=C1)(C1=CC=CC=C1)N(C1(CC2=C(OC1)C=C(S2)C)C)C